4-((2-(2-(Benzyloxy)-4,6-dihydroxybenzoyl)-1,2,3,4-tetrahydro-isoquinolin-8-yl)amino)-1-methylpyrrolidin-2-one C(C1=CC=CC=C1)OC1=C(C(=O)N2CC3=C(C=CC=C3CC2)NC2CC(N(C2)C)=O)C(=CC(=C1)O)O